3'-((6-((1-Acryloylpiperidin-4-yl)oxy)-7-methoxyquinazolin-4-yl)amino)-2-fluoro-4'-methoxy-[1,1'-biphenyl]-3-carbonitrile C(C=C)(=O)N1CCC(CC1)OC=1C=C2C(=NC=NC2=CC1OC)NC=1C=C(C=CC1OC)C1=C(C(=CC=C1)C#N)F